2-(2-chlorophenyl)sulfonylethyl 2-[1-[(4-methylphenyl)methyl]-5-oxopyrrolidin-2-yl]acetat CC1=CC=C(C=C1)CN1C(CCC1=O)CC(=O)OCCS(=O)(=O)C1=C(C=CC=C1)Cl